N4-(3-(methylsulfonyl)phenyl)-5-(tetrahydrofuran-2-yl)pyridine-2,4-diamine CS(=O)(=O)C=1C=C(C=CC1)NC1=CC(=NC=C1C1OCCC1)N